1-{5-[(2S)-1-[(2S,4R)-4-hydroxy-2-{[(1S)-1-[4-(4-methyl-1,3-thiazol-5-yl)phenyl]ethyl]carbamoyl}pyrrolidin-1-yl]-3-methyl-1-oxobutan-2-yl]-1,2-oxazol-3-yl}piperidine-4-carboxylic acid O[C@@H]1C[C@H](N(C1)C([C@@H](C(C)C)C1=CC(=NO1)N1CCC(CC1)C(=O)O)=O)C(N[C@@H](C)C1=CC=C(C=C1)C1=C(N=CS1)C)=O